O1CC=C(C=C1)C(=O)N 2H-PYRAN-4-CARBOXAMIDE